3,4-bis(dibenzo[b,d]thiophen-2-yl)-6-(2,6-diphenylpyridin-3-yl)-2,5-bis(3-phenyl-9H-carbazol-9-yl)benzonitrile C1=C(C=CC=2SC3=C(C21)C=CC=C3)C=3C(=C(C#N)C(=C(C3C3=CC2=C(SC1=C2C=CC=C1)C=C3)N3C1=CC=CC=C1C=1C=C(C=CC31)C3=CC=CC=C3)C=3C(=NC(=CC3)C3=CC=CC=C3)C3=CC=CC=C3)N3C1=CC=CC=C1C=1C=C(C=CC31)C3=CC=CC=C3